3-(hept-6-en-1-yloxy)-2,9,10-trimethoxy-13-(3-nitrobenzyl)-5,6-dihydroisoquinolino[3,2-a]isoquinolin-7-ium C(CCCCC=C)OC1=CC=2CC[N+]3=C(C2C=C1OC)C(=C1C=CC(=C(C1=C3)OC)OC)CC3=CC(=CC=C3)[N+](=O)[O-]